C(C)NC1=NC(=NC=C1C(F)(F)F)NC=1C(=NN(C1)C1C(CN(CC1)C1COC1)F)C N4-ethyl-N2-(1-(3-fluoro(oxetan-3-yl)piperidin-4-yl)-3-methyl-1H-pyrazol-4-yl)-5-(trifluoromethyl)pyrimidine-2,4-diamine